(1R,3S,5R)-2-(2-(3-acetyl-7-methyl-5-(2-methylpyrimidin-5-yl)-1H-indazol-1-yl)acetyl)-N-(4-fluorobenzyl)-5-methyl-2-azabicyclo[3.1.0]hexane-3-carboxamide C(C)(=O)C1=NN(C2=C(C=C(C=C12)C=1C=NC(=NC1)C)C)CC(=O)N1[C@@H]2C[C@@]2(C[C@H]1C(=O)NCC1=CC=C(C=C1)F)C